C1(=CC=CC=C1)S(=O)(=O)[O-].C1CCC2=CC(=CC=C12)[PH+](C1=CC=CC=C1)C1=CC=CC=C1 (2,3-dihydro-1H-inden-5-yl)diphenyl-phosphonium benzenesulfonate